ClC=1C=C(C(=NC1)OC)S(=O)(=O)NC=1C(=C(C(=CC1)F)C=1C=CC=2N(C1C)C=NC2C(=O)NC)F 6-[3-(5-chloro-2-methoxypyridine-3-sulfonamido)-2,6-difluorophenyl]-N,5-dimethyl-imidazo[1,5-a]pyridine-1-carboxamide